3-[5,7-difluoro-2-(4-fluorophenyl)-1H-indol-3-yl]-N-[(3S,4R)-4-hydroxy-2-oxo-pyrrolidin-3-yl]butyramide FC=1C=C2C(=C(NC2=C(C1)F)C1=CC=C(C=C1)F)C(CC(=O)N[C@@H]1C(NC[C@H]1O)=O)C